O=C1NC(CCC1N1C(C2=CC=C(C=C2C1)C(=O)N1CC2(C1)C=C(C2)C2=CC=C(C#N)C=C2)=O)=O 4-(2-(2-(2,6-dioxopiperidin-3-yl)-1-oxoisoindoline-5-carbonyl)-2-azaspiro[3.3]hept-5-en-6-yl)benzonitrile